C(#N)C=1C(=CC(=NC1)NC(N(C)C1=NC(=C(C=C1)CN1C(CN(CC1)C)=O)C=O)=O)NCC1CC1 3-(5-cyano-4-((cyclopropylmethyl)amino)pyridin-2-yl)-1-(6-formyl-5-((4-methyl-2-oxopiperazin-1-yl)methyl)pyridin-2-yl)-1-methylurea